OC1(OC(=CC1C(=O)O)O)C(=O)O 2,5-dihydroxyfuran-dicarboxylic acid